BrC1=C(C=NN(C1=O)C)N[C@@H]1C[C@@H](CN(C1)C)C1=CC=C(C(=O)N2CCC(CC2)OC2=C(C=C(C=C2)C2C(NC(CC2)=O)=O)F)C=C1 3-[4-[[1-[4-[(3R,5R)-5-[(5-bromo-1-methyl-6-oxo-pyridazin-4-yl)amino]-1-methyl-3-piperidyl]benzoyl]-4-piperidyl]oxy]-3-fluoro-phenyl]piperidine-2,6-dione